C(C)(C)(C)OC(=O)N1C(OC[C@H]1C1=CC=C(C=C1)C1=C(N=CO1)C)(C)C (4R)-2,2-dimethyl-4-[4-(4-methyl-1,3-oxazol-5-yl)phenyl]-1,3-oxazolidine-3-carboxylic acid tert-butyl ester